1-[(2-hydroxy-1H-indol-3-yl)imino]-3-phenylurea OC=1NC2=CC=CC=C2C1N=NC(=O)NC1=CC=CC=C1